C1(=CC=CC=2OC3=C(C21)C=CC=C3)NC3CCC(CC3)=O 4-(dibenzofuranylamino)cyclohexanone